(difluoromethyl)piperazine-1-carboxylic acid tert-butyl ester C(C)(C)(C)OC(=O)N1C(CNCC1)C(F)F